N1[C@H](CCC1)CO (2R)-pyrrolidin-2-ylmethanol